ClCC(C(=O)O)(C(C)(F)F)C 2-(chloromethyl)-3,3-difluoro-2-methyl-butyric acid